C1=CC=C(C=C1)C(=O)N=C(N)N BENZOYLGUANIDINE